FC=1C(=C(C=CC1F)C(=O)N1CC(C1)(O)CN[C@@H]1CC[C@H](CC1)O)NC1=C(C=C(C=C1)I)F 1-({3,4-difluoro-2-[(2-fluoro-4-iodophenyl)amino]phenyl}carbonyl)-3-{[(trans-4-hydroxycyclohexyl)amino]methyl}azetidin-3-ol